8-bromo-N-{[5-(3-methoxyphenyl)-4H-1,2,4-triazol-3-yl]methyl}-2-(morpholin-4-yl)pyrazolo[1,5-a][1,3,5]triazin-4-amine BrC=1C=NN2C1N=C(N=C2NCC2=NN=C(N2)C2=CC(=CC=C2)OC)N2CCOCC2